1,3-bis(5-(pyridin-2-yl)-1H-1,2,4-triazol-3-yl)benzene N1=C(C=CC=C1)C1=NC(=NN1)C1=CC(=CC=C1)C1=NNC(=N1)C1=NC=CC=C1